FC=1C=C2CCO[C@H](C2=CC1)[C@@H]1NCCC1 (R)-2-((R)-6-fluoroisochroman-1-yl)pyrrolidine